O[C@H]1C[C@H](N(C1)C(=O)OC(C)(C)C)C(=O)OC 1-(tert-Butyl) 2-methyl (2S,4S)-4-hydroxypyrrolidine-1,2-dicarboxylate